N-(2-aminophenyl)-4-(3-(6-((2-phenylcyclopropyl)amino)-2-azaspiro[3.3]heptan-2-yl)propyl)benzamide TFA salt OC(=O)C(F)(F)F.NC1=C(C=CC=C1)NC(C1=CC=C(C=C1)CCCN1CC2(C1)CC(C2)NC2C(C2)C2=CC=CC=C2)=O